4-(7-fluoroimidazo[1,2-a]pyridin-3-yl)-7-[[5-[3-[[(3S)-3-fluoropyrrolidin-1-yl]methyl]-3-hydroxy-1-piperidyl]-2-pyridyl]amino]isoindolin-1-one Formate salt C(=O)O.FC1=CC=2N(C=C1)C(=CN2)C2=C1CNC(C1=C(C=C2)NC2=NC=C(C=C2)N2CC(CCC2)(O)CN2C[C@H](CC2)F)=O